NC1C=CC(S(=O)(=O)[N-]C2N=CC=CN=2)=CC=1.[Ag+] Silver sulfadiazine